FC1=C(C=C(C=C1)F)[C@@H]1N(CCC1)C1=NC=2N(C=C1)N=CC2C=2NC(=NN2)[C@@H]2CC(CCC2)O (3S)-3-(5-(5-((R)-2-(2,5-difluorophenyl)pyrrolidin-1-yl)pyrazolo[1,5-a]pyrimidin-3-yl)-4H-1,2,4-triazol-3-yl)cyclohexan-1-ol